N(=[N+]=[N-])C[C@H]1C(N(CC1)C(C)C1=CC=C(C=C1)OC)=O (3S)-3-(azidomethyl)-1-(1-(4-methoxyphenyl)ethyl)pyrrolidin-2-one